BrC1=NN(C(=C1)C(=O)OC)C(CNC(=O)OC(C)(C)C)(C)C methyl 3-bromo-1-{1-[(tert-butoxycarbonyl)amino]-2-methylpropan-2-yl}-1H-pyrazole-5-carboxylate